(±)-3-(2-Fluoro-phenyl)-N-[1-(1-methyl-1,2,3,4-tetrahydro-quinolin-7-yl)ethyl]acrylamide FC1=C(C=CC=C1)C=CC(=O)N[C@H](C)C1=CC=C2CCCN(C2=C1)C |r|